5-fluoro-N,6-dimethyl-4-(4,4,5,5-tetramethyl-1,3,2-dioxaborolan-2-yl)picolinamide FC=1C(=CC(=NC1C)C(=O)NC)B1OC(C(O1)(C)C)(C)C